4-(6-(piperazin-1-yl)pyridin-2-yl)morpholine N1(CCNCC1)C1=CC=CC(=N1)N1CCOCC1